Penta-O-acetyl-mannopyranose C(C)(=O)OC1[C@@H](OC(C)=O)[C@@H](OC(C)=O)[C@H](OC(C)=O)[C@H](O1)COC(C)=O